formic acid, chloride C(=O)Cl